CS(=O)(=O)C1CC(C1)NC1=NC(=NC=C1C(F)(F)F)N[C@H]1C[C@H](CCC1)C1=NN=C2N1C=CC=C2 N4-(3-methylsulfonylcyclobutyl)-N2-[(1R,3S)-3-([1,2,4]triazolo[4,3-a]pyridin-3-yl)cyclohexyl]-5-(trifluoromethyl)pyrimidine-2,4-diamine